(3aR,10aR)-2-(2,5-Dimethyloxazol-4-carbonyl)-N-(4-fluoro-3-methylphenyl)-7-methyl-2,3,3a,4,10,10a-hexahydro-1H,7H-dipyrrolo[3,4-b:3',4'-f][1,4,5]oxathiazocin-8-carboxamid-5,5-dioxid CC=1OC(=C(N1)C(=O)N1C[C@@H]2NS(C=3C(OC[C@@H]2C1)=C(N(C3)C)C(=O)NC3=CC(=C(C=C3)F)C)(=O)=O)C